NC1=C(C=C(C(=C1)Br)F)N1CC(CC1)N(C)C 1-(2-amino-4-bromo-5-fluorophenyl)-N,N-dimethylpyrrolidin-3-amine